N1=C2C(=CC=C1)OC1=C(C[C@H]2CN(C)C)C=CC=C1 |o1:10| (S*)-1-(10,11-dihydrobenzo[6,7]oxepino[3,2-b]pyridin-11-yl)-N,N-dimethylmethanamine